FC1=CC=C(C=C1)N1C(=C(C2=C(C=CC=C12)O)C1=CC=C(C(=O)O)C=C1)C12CCC(CC1)(C2)OC 4-[1-(4-fluorophenyl)-4-hydroxy-2-(4-methoxynorbornane-1-yl)indol-3-yl]Benzoic acid